4-(3-(3-(((Cyclopropylmethyl)amino)methyl)azetidin-1-carbonyl)-4-fluorobenzyl)phthalazin-1(2H)-on Hydrochlorid Cl.C1(CC1)CNCC1CN(C1)C(=O)C=1C=C(CC2=NNC(C3=CC=CC=C23)=O)C=CC1F